3-(2-chloro-4'-(pyridazin-3-ylmethyl)-[1,1'-biphenyl]-3-yl)piperidine-2,6-dione ClC1=C(C=CC=C1C1C(NC(CC1)=O)=O)C1=CC=C(C=C1)CC=1N=NC=CC1